N(CCO)(CCO)CCO.S(=O)(=O)(OCCCCCCCCCCCC)O lauryl sulfate triethanolamine salt